NCC1=CC=C(C=C1)COC1=CC=C(N=N1)NC(=O)NCC=1C=C2CN(C(C2=CC1)=O)C1C(NC(CC1)=O)=O 1-(6-{[4-(aminomethyl)phenyl]methoxy}pyridazin-3-yl)-3-{[2-(2,6-dioxopiperidin-3-yl)-1-oxo-2,3-dihydro-1H-isoindol-5-yl]methyl}urea